1-(3-hydroxypropyl)-5-oxopyrrolidine-3-carboxamide OCCCN1CC(CC1=O)C(=O)N